3-(6-bromo-2-pyridinyl)-6-chloro-imidazo[1,2-a]Pyrazine BrC1=CC=CC(=N1)C1=CN=C2N1C=C(N=C2)Cl